ClC1=NC=2N(C(=C1)N(C)CC1=CC=C(C=C1)OC)N=CC2[N+](=O)[O-] 5-Chloro-N-(4-methoxybenzyl)-N-methyl-3-nitropyrazolo[1,5-a]pyrimidin-7-amine